2-(4-((5,5-Dimethyl-2-oxo-3-(p-tolyl)imidazolin-1-yl)methyl)-2,6-dimethylphenoxy)-2-methylpropanoic acid ethyl ester C(C)OC(C(C)(C)OC1=C(C=C(C=C1C)CN1C(N(CC1(C)C)C1=CC=C(C=C1)C)=O)C)=O